C(#C)C1=C(C2=C(N=CN=C2N)N1)C=1C=NC2=CC=CC=C2C1 6-ethynyl-5-(quinolin-3-yl)-7H-pyrrolo[2,3-d]pyrimidine-4-amine